5-[4-[(2-isopropylbenzoyl)amino]phenyl]-1H-naphtho[1,2-b][1,4]diazepine-2,4(3H,5H)-dione C(C)(C)C1=C(C(=O)NC2=CC=C(C=C2)N2C3=C(NC(CC2=O)=O)C2=CC=CC=C2C=C3)C=CC=C1